C(C1=CC=CC=C1)SC1=CC(=C(CC2=NC3=CC(=CC=C3C(=C2N)N)OC)C(=C1)F)F (4-(benzylthio)-2,6-difluorobenzyl)-7-methoxyquinoline-3,4-diamine